ClC=1C=C(C=C2C(=C(C=NC12)C#N)NC1=CC(=C(C=C1)F)Cl)N[C@H](C=1N=NN(C1)C1CCN(CC1)CC)C=1C=NC(=CC1)Cl (S)-8-chloro-4-((3-chloro-4-fluorophenyl)amino)-6-(((6-chloropyridin-3-yl)(1-(1-ethylpiperidin-4-yl)-1H-1,2,3-triazol-4-yl)methyl)amino)quinoline-3-carbonitrile